C(C1=CC=CC=C1)OC1=CC=NC(=C1Br)C1=CC(=C(C=C1)C#N)F 4-(benzyloxy)-5-bromo-6-(4-cyano-3-fluorophenyl)pyridine